FC1=C(OC=2C=NC=C(C2C)B2OC(C(O2)(C)C)(C)C)C=CC(=C1)C([2H])([2H])[2H] 3-[2-fluoro-4-(trideuteriomethyl)phenoxy]-4-methyl-5-(4,4,5,5-tetramethyl-1,3,2-dioxaborolan-2-yl)pyridine